C(C)N1C(OC2=C1C=C(C=C2)C2=CN=C(N=N2)N[C@H](C)C2=CC=C(C=C2)F)=O (R)-3-ethyl-5-(3-((1-(4-fluorophenyl)ethyl)amino)-1,2,4-triazin-6-yl)benzo[d]oxazol-2(3H)-one